ethyl-(5-hydroxypentyl)dimethylammonium C(C)[N+](C)(C)CCCCCO